O=C1NC(CCC1N1C(C2=CC=C(C=C2C1=O)SCCCCCN1CCN(CC1)C1CCN(CC1)C1=NC=C(C(=O)N2CCC(CC2)CCCCNC(\C=C\C=2C=NC=CC2)=O)C=C1)=O)=O (E)-N-(4-(1-(6-(4-(4-(5-((2-(2,6-dioxopiperidin-3-yl)-1,3-dioxoisoindolin-5-yl)thio)pentyl)piperazin-1-yl)piperidin-1-yl)nicotinoyl)piperidin-4-yl)butyl)-3-(pyridin-3-yl)acrylamide